2-methyl-1-[2-(methylthio)phenyl]-2-morpholinopropane-1-one CC(C(=O)C1=C(C=CC=C1)SC)(C)N1CCOCC1